FC1(CCN(CC1)C(=O)OC(C)(C)C)CSC tert-butyl 4-fluoro-4-(methylsulfanylmethyl)piperidine-1-carboxylate